FC1=C(OC2=CC(=NC=C2)C(=O)N[C@@H]2C(N(C3=C(OC2)C=CC(=C3)C#CC(C)(C)O)C)=O)C=CC(=C1)F (S)-4-(2,4-Difluorophenoxy)-N-(7-(3-hydroxy-3-methylbut-1-yn-1-yl)-5-methyl-4-oxo-2,3,4,5-tetrahydrobenzo[b][1,4]oxazepin-3-yl)picolinamid